N-[2-(dimethylamino)ethyl]-N2-[2-(4-methoxyphenyl)[1,2,4]triazolo[1,5-c]quinazolin-5-yl]-D-alaninamide CN(CCNC([C@H](NC1=NC=2C=CC=CC2C=2N1N=C(N2)C2=CC=C(C=C2)OC)C)=O)C